lithium difluorosulfimide salt FS(=N)F.[Li]